C(C)(C)(C)OC(=O)N1[C@H]([C@H](CC1)O)CO (2S,3S)-3-hydroxy-2-(hydroxymethyl)pyrrolidine-1-carboxylic acid tert-butyl ester